methyl 3-acetyl-1-(2-((2-((3-chloro-2-fluorobenzyl) amino)-2-oxoethyl) (cyclopropyl) amino)-2-oxoethyl)-1H-indole-5-carboxylate C(C)(=O)C1=CN(C2=CC=C(C=C12)C(=O)OC)CC(=O)N(C1CC1)CC(=O)NCC1=C(C(=CC=C1)Cl)F